racemic-3-(methylamino)-1-phenylpropanol CNCC[C@@H](O)C1=CC=CC=C1 |r|